N-(3-(3-(6-bromo-7-(((S)-1-(ethylsulfonyl)pyrrolidin-3-yl)amino)-3H-imidazo[4,5-b]pyridin-2-yl)-2,5-dimethyl-1H-pyrrol-1-yl)-4-methylphenyl)methylsulfonamide BrC=1C(=C2C(=NC1)NC(=N2)C2=C(N(C(=C2)C)C=2C=C(C=CC2C)CNS(=O)=O)C)N[C@@H]2CN(CC2)S(=O)(=O)CC